ClC=1N=C(C2=C(N1)SC(=C2)C)NCCCC2=CC=C(C=C2)C2=CC=C(C=C2)OC(F)(F)F 2-chloro-6-methyl-N-(3-(4'-(trifluoromethoxy)-[1,1'-biphenyl]-4-yl)propyl)thieno[2,3-d]pyrimidin-4-amine